(S)-N-(4-((4-(4-Aminopyrimidin-2-yl)-1-methyl-1H-pyrazol-5-yl)oxy)butan-2-yl)-6'-chloro-4-(difluoromethoxy)-3-fluoro-[2,3'-bipyridin]-4'-amine NC1=NC(=NC=C1)C=1C=NN(C1OCC[C@H](C)NC1=C(C=NC(=C1)Cl)C1=NC=CC(=C1F)OC(F)F)C